tert-butyl-2-chloro-5-{[2-methyl-6-(trifluoromethyl)phenyl]methoxy}pyrimidine C(C)(C)(C)C1=NC(=NC=C1OCC1=C(C=CC=C1C(F)(F)F)C)Cl